1,1'-(oxybis(ethane-2,1-diyl))bis(3-(3,5-bis(trifluoromethyl)phenyl)urea) O(CCNC(=O)NC1=CC(=CC(=C1)C(F)(F)F)C(F)(F)F)CCNC(=O)NC1=CC(=CC(=C1)C(F)(F)F)C(F)(F)F